4-(2-methoxy-5-(trifluoromethyl)phenyl)-6-methylnicotinic acid COC1=C(C=C(C=C1)C(F)(F)F)C1=CC(=NC=C1C(=O)O)C